S1C(=CC=C1)C1C2(CC2)CCN(C1)C(=O)OC(C)(C)C tert-butyl 4-(thiophen-2-yl)-6-azaspiro[2.5]octane-6-carboxylate